CC1=C(CC2OCCO2)C=CC=C1 2-(2-methylbenzyl)-1,3-dioxolane